C[C@](N)(CCCCN)C(=O)O Cα-methyllysine